FC1=C(C(=CC=C1)C)N1C(N=C(C=C1)C)SC N-(2-fluoro-6-methyl-phenyl)-4-methyl-2-methylsulfanyl-pyrimidine